NC1=CC=2C(N3[C@@H](COC2N=C1)C[C@H](C3)O)=O (8R,9aR)-3-amino-8-hydroxy-8,9,9a,10-tetrahydro-5H,7H-pyrido[3,2-f]pyrrolo[2,1-c][1,4]oxazepin-5-one